The molecule is an iron sulfide mineral with formula Fe3S4. It has a role as a catalyst. It is a sulfide mineral, a member of iron(2+) sulfides and a member of iron(3+) sulfides. [S-2].[S-2].[S-2].[S-2].[Fe+2].[Fe+3].[Fe+3]